methyl 2-(4-(5-chloro-2-(1H-tetrazol-1-yl)phenyl)-2,5-dioxopiperazin-1-yl)-4-methoxybutanoate ClC=1C=CC(=C(C1)N1CC(N(CC1=O)C(C(=O)OC)CCOC)=O)N1N=NN=C1